tert-Butyl (3-{4-[(5-bromo-1-trityl-1H-indazol-3-yl)carbamoyl]piperidin-1-yl}propyl)carbamate BrC=1C=C2C(=NN(C2=CC1)C(C1=CC=CC=C1)(C1=CC=CC=C1)C1=CC=CC=C1)NC(=O)C1CCN(CC1)CCCNC(OC(C)(C)C)=O